bis(diphenyl-phosphinic acid) titanium salt [Ti+2].C1(=CC=CC=C1)P([O-])(=O)C1=CC=CC=C1.C1(=CC=CC=C1)P([O-])(=O)C1=CC=CC=C1